[O-2].[Cr+3].[Ni+2].[Co+2].[Fe+2] iron cobalt nickel chromium oxide